6-oxospiro[2.5]octane-1-carboxylic acid ethyl ester C(C)OC(=O)C1CC12CCC(CC2)=O